5-(1,8-naphthyridin-3-yl)-N-(oxetan-3-yl)pyrrolo[2,1-f][1,2,4]triazin-2-amine N1=CC(=CC2=CC=CN=C12)C=1C=CN2N=C(N=CC21)NC2COC2